2-(5-amino-6-fluoro-2',4'-dioxo-2,3-dihydrospiro[indene-1,5'-oxazolidine]-3'-yl)acetic acid methyl ester COC(CN1C(OC2(C1=O)CCC1=CC(=C(C=C12)F)N)=O)=O